ClC1=C2C(=C(N=N1)NCC1OCCC1)C=NC=C2 1-Chloro-N-(tetrahydrofuran-2-ylmethyl)pyrido[3,4-d]pyridazin-4-amine